triethyl-(methoxy)silane C(C)[Si](OC)(CC)CC